3-(difluoromethyl)cyclobutane-1-carboxylic acid FC(C1CC(C1)C(=O)O)F